6-(2-chloro-5-fluoropyrimidin-4-yl)-8-fluoro-4-isopropyL-3,4-dihydro-2H-benzo[b][1,4]oxazine ClC1=NC=C(C(=N1)C1=CC2=C(OCCN2C(C)C)C(=C1)F)F